carbon (L-erythrose) O=C[C@@H](O)[C@@H](O)CO.[C]